8-(6-{[3-(2-Oxo-1-pyrrolidinyl)propyl](3-fluoro-4-methoxyphenyl)carbonylamino}-3-pyridyl)-1,3-dicyclopropylxanthine O=C1N(CCC1)CCCN(C1=CC=C(C=N1)C1=NC=2N(C(N(C(C2N1)=O)C1CC1)=O)C1CC1)C(=O)C1=CC(=C(C=C1)OC)F